FC=1C(=C(C=2N(C1)N=C(N2)N)C)C2=NC(=CC=C2)C=2C=NN(C2)C(CC)C2=CC=C(C=C2)F 6-fluoro-7-(6-(1-(1-(4-fluorophenyl)propyl)-1H-pyrazol-4-yl)pyridin-2-yl)-8-methyl-[1,2,4]triazolo[1,5-a]pyridin-2-amine